methyl 6-(4-(3,3-dimethyl-1-(pyridin-2-yl)-2,3-dihydro-1H-pyrrolo[3,2-b]pyridine-5-carbonyl)-3,3-dimethylpiperazin-1-yl)-2,4-dimethylnicotinate CC1(CN(C=2C1=NC(=CC2)C(=O)N2C(CN(CC2)C2=NC(=C(C(=O)OC)C(=C2)C)C)(C)C)C2=NC=CC=C2)C